(2S,5R)-6-(phenylmethoxy)-N-(ethylsulfonyl)-7-oxo-1,6-diazabicyclo[3.2.1]octan-2-carboxamidine C1(=CC=CC=C1)CON1[C@@H]2CC[C@H](N(C1=O)C2)C(=N)NS(=O)(=O)CC